7-(dibenzylamino)-6-((4-fluorophenyl)amino)pyrazolo[1,5-a]pyrimidine-3-carboxylic acid methyl ester COC(=O)C=1C=NN2C1N=CC(=C2N(CC2=CC=CC=C2)CC2=CC=CC=C2)NC2=CC=C(C=C2)F